6-fluoro-2-methyl-3-(4,4,5,5-tetramethyl-1,3,2-dioxaborolan-2-yl)pyridine FC1=CC=C(C(=N1)C)B1OC(C(O1)(C)C)(C)C